N-allyl-4-bromo-1,8-naphthalimide C=CCN1C(=O)C2=C3C(=C(C=C2)Br)C=CC=C3C1=O